CC1(CN(CCN1)C1=CC2=C(N(C(N2C)=O)C2C(N(C(CC2)=O)COCC[Si](C)(C)C)=O)C=C1)C [5-(3,3-dimethylpiperazin-1-yl)-3-methyl-2-oxo-1,3-benzodiazol-1-yl]-1-{[2-(trimethylsilyl)ethoxy]methyl}piperidine-2,6-dione